ONC(C(C)(C)O)=N N,2-dihydroxy-2-methylpropanimidamide